4-(4-(3-amino-3-methylpiperidin-1-yl)-6,8-difluoro-2-(((2R,7aS)-2-fluorotetrahydro-1H-Pyrrolizine-7a(5H)-yl)methoxy)quinazolin-7-yl)-6-fluoro-5-((triisopropylsilyl)ethynyl)naphthalene NC1(CN(CCC1)C1=NC(=NC2=C(C(=C(C=C12)F)C1=CC=CC2=CC=C(C(=C12)C#C[Si](C(C)C)(C(C)C)C(C)C)F)F)OC[C@]12CCCN2C[C@@H](C1)F)C